racemic-imidazole hydrochloride Cl.N1C=NC=C1